CC1=CC=C(C=2C[Se](CC21)=O)C 4,7-dimethyl-1,3-dihydrobenzo[c]selenophen-2-oxide